FC=1C=C(C=C(C1)F)[C@@H]1CCN2N1C(C1(C2)CCN(CC1)C1=NC=CC(=C1)N1N=CC(=C1)C)=O (S)-7'-(3,5-difluorophenyl)-1-(4-(4-methyl-1H-pyrazol-1-yl)pyridin-2-yl)dihydro-1'H,3'H,5'H-spiro[piperidine-4,2'-pyrazolo[1,2-a]pyrazol]-1'-one